S1C(=NC2=C1C=CC=C2)C=2C=CC(=C(OCCCCCCC(=O)NO)C2)OC 7-(5-(benzo[d]thiazole-2-yl)-2-methoxyphenoxy)-N-hydroxyheptanamide